(S)-N-(4-((3-methyl-5-(1,3,5-trimethyl-1H-pyrazolo[4,3-d]pyrimidin-7-yl)-4,5,6,7-tetrahydro-1H-pyrazolo[4,3-c]pyridin-1-yl)methyl)bicyclo[2.2.2]oct-1-yl)morpholine-2-carboxamide CC1=NN(C2=C1CN(CC2)C=2C1=C(N=C(N2)C)C(=NN1C)C)CC12CCC(CC1)(CC2)NC(=O)[C@@H]2CNCCO2